COC1=C2C(=NC=C1)NC=N2 7-methoxy-3H-imidazo[4,5-b]pyridine